F[P-](F)(F)(F)(F)F.N1(N=NC2=C1C=CC=C2)OC(=[N+](C)C)N(C)C O-(benzotriazol-1-yl)-1,1,3,3-tetramethyl-uronium hexafluorophosphate